FC1(CCN(CC1)C=1N=C(C=C2C1OC=C2)NC(C2=CC=CC=C2)C2=CC=CC=C2)F N-(7-(4,4-difluoropiperidin-1-yl)furo[2,3-c]pyridin-5-yl)-1,1-diphenylmethylamine